NCC(=O)O.N1=NC(C=C1)=C1N=NC=C1 bipyrazole glycinate